CS(=O)(=O)O.ClC=1C=C(OC2=CC=NC3=CC(=C(C=C23)C(=O)N)OC)C=CC1NC(=O)NC1CC1 4-[3-chloro-4-(cyclopropylureido)phenoxy]-7-methoxyquinoline-6-carboxamide methanesulfonate